[(2s)-2-aminobut-3-en-1-yl]oxy(tert-butyl)diphenylsilane N[C@H](CO[Si](C1=CC=CC=C1)(C1=CC=CC=C1)C(C)(C)C)C=C